[C@@H]1([C@H](O)[C@@H](O)[C@@H](O)[C@H](O1)CO)O[C@@H]1[C@@H]([C@H](C(O)O[C@@H]1CO)O)O 4-O-(β-D-galactopyranosyl)-D-galactopyranose